C(=O)(O)[C@H](CC(=O)N1CC2=C(C(=C(C(=C2C1)Cl)OCCCOC=1C=C2CN(CC2=CC1OC)C(C[C@@H](C(=O)O)C)=O)OC)C)C (S)-4-(5-(3-((2-((S)-3-carboxybutanoyl)-4-chloro-6-methoxy-7-methylisoindolin-5-yl)oxy)propoxy)-6-methoxyisoindolin-2-yl)-2-methyl-4-oxobutanoic acid